O1C=NC(=C1)C(=O)NNC(=O)[C@H]1N2C(N([C@H](CC1)C2)OS(=O)(=O)O)=O.[Na] sodium (2S,5R)-N'-(1,3-oxazol-4-ylcarbonyl)-7-oxo-6-(sulfooxy)-1,6-diazabicyclo-[3.2.1]octane-2-carbohydrazide